FC1=CC=C(C=C1)NC1=NC=CC(=N1)N1C=2N(CCC1)N=C(C2)I N-(4-fluorophenyl)-4-(2-iodo-6,7-dihydropyrazolo[1,5-a]pyrimidin-4(5H)-yl)pyrimidin-2-amine